(3,5-dihexylphenyl)methyl 6-{N-[3-(dimethylamino)propyl]-decanamido}hexadecanoate CN(CCCN(C(CCCCCCCCC)=O)C(CCCCC(=O)OCC1=CC(=CC(=C1)CCCCCC)CCCCCC)CCCCCCCCCC)C